(4-chlorophenyl)-2,2-difluoropropan-1-ol ClC1=CC=C(C=C1)C(C(C)(F)F)O